N-[(1S)-1-[(1R)-6-(1-tert-butylpyrazol-4-yl)indan-1-yl]-2-[4-(3,5-dimethyl-1H-pyrazol-4-yl)anilino]-2-oxo-ethyl]-2-methyl-pyrazole-3-carboxamide C(C)(C)(C)N1N=CC(=C1)C1=CC=C2CC[C@H](C2=C1)[C@@H](C(=O)NC1=CC=C(C=C1)C=1C(=NNC1C)C)NC(=O)C=1N(N=CC1)C